3-(4-biphenyl)propanoic acid C1=CC=C(C=C1)C2=CC=C(C=C2)CCC(=O)O